C(C)(C)(C)OC(=O)N1OC(CC1C=1C=NC=C(C1)F)O 3-(5-fluoro-3-pyridinyl)-5-hydroxy-isoxazolidine-2-carboxylic acid tert-butyl ester